COC1=CC=C(C=C1)C1=CC=C(C=C1)COC1=C(N=NN1)C(=O)O 5-((4'-methoxy-[1,1'-biphenyl]-4-yl)methoxy)-1H-1,2,3-triazole-4-carboxylic acid